C(CCC)OCCOCCOCC1=CC2=C(OCO2)C=C1CCC 5-[[2-(2-butoxyethoxy)ethoxy]methyl]-6-propyl-1,3-benzodioxolane